CC(C(C)O)CC 3-methyl-2-pentanol